N-(2-(1-(2-amino-6,7-dimethoxyquinazolin-4-yl)piperidin-4-yl)ethyl)sulfamide NC1=NC2=CC(=C(C=C2C(=N1)N1CCC(CC1)CCNS(=O)(=O)N)OC)OC